2-Nonenoic Acid C(C=CCCCCCC)(=O)O